2-(2-(tert-butoxycarbonyl)hydrazinyl)acetic acid C(C)(C)(C)OC(=O)NNCC(=O)O